C(C)(C)N1N=NC2=C1CCC(C2)CCC(=O)OCC ethyl 3-(1-isopropyl-4,5,6,7-tetrahydro-1H-benzo[d][1,2,3]triazol-5-yl)propanoate